5-bromo-3-methoxy-3-(trifluoromethyl)isobenzofuran-1(3H)-one BrC=1C=C2C(OC(C2=CC1)=O)(C(F)(F)F)OC